2-(1-(tert-butoxycarbonyl)-6-oxo-1,7-diazaspiro[4.4]nonan-7-yl)-3-cyclopropylpropanoic acid C(C)(C)(C)OC(=O)N1CCCC12C(N(CC2)C(C(=O)O)CC2CC2)=O